2,3,4,7,8,9,10,11,12,13,14,15,16,17-tetradecahydro-1H-cyclopenta[a]phenanthren-3-yl 4-(bis(3-(dimethylamino)propyl)amino)-4-oxobutanoate CN(CCCN(C(CCC(=O)OC1CCC2C3CCC4CCCC4C3CC=C2C1)=O)CCCN(C)C)C